Cl.Cl.OCCOC1=C(C=C(C=C1)N)N hydroxyethoxy-2,4-diamino-benzene dihydrochloride